C1(CC1)NCC=1OC2=C(C1C)C=C(C=C2)F cyclopropyl-(5-fluoro-3-methylbenzofuran-2-yl)methylamine